C(C)N(C=NC1=C(C=C(C(=C1)C)C1(COC1)O)F)C N-ethyl-N'-(2-fluoro-4-(3-hydroxyoxetan-3-yl)-5-methylphenyl)-N-methylformimidamide